(4R,8S,Z)-5-(benzyloxy)-N'-hydroxy-N,1-dimethyl-6-oxo-4,5,6,8-tetrahydro-1H-4,7-methanopyrazolo[3,4-e][1,3]diazepine-8-carboxamidine C(C1=CC=CC=C1)ON1C(N2[C@@H](C3=C([C@@H]1C2)C=NN3C)/C(=N/O)/NC)=O